O=C1NC(CC[C@@H]1N1CC2=CC=C(C(=C2C1=O)F)CNC(OC1CC(C1)N1N=CC=C1C1CC1)=O)=O (1s,3s)-3-(5-cyclopropyl-1H-pyrazol-1-yl)cyclobutyl ((2-(2,6-dioxopiperidin-3-yl)-4-fluoro-3-oxoisoindolin-5-yl)methyl)carbamate